octadecylethyldimethoxysilane C(CCCCCCCCCCCCCCCCC)[Si](OC)(OC)CC